BrC=1C(=CC(=C(C1)C(C)S(=O)(=O)N)F)OC 5-bromo-2-fluoro-4-methoxyphenylethanesulfonamide